COC1CN(C1)CC12CC(C1)(C2)C2=NC=C(C=N2)N2C[C@@H](CC2)OC=2C(=NC=1N(C2C)N=C(N1)C)C (R)-6-((1-(2-(3-((3-methoxyazetidin-1-yl)methyl)bicyclo[1.1.1]pentan-1-yl)pyrimidin-5-yl)pyrrolidin-3-yl)oxy)-2,5,7-trimethyl-[1,2,4]triazolo[1,5-a]pyrimidine